ClC1=C(N=C2C(=N1)N(N=C2I)C2OCCCC2)CO [6-chloro-3-iodo-1-(oxane-2-yl)-1H-pyrazolo[3,4-b]pyrazin-5-yl]methanol